COC=1C=C(C=CC1/N=N/C=1C(=CC2=CC(=CC(=C2C1O)N)S(=O)(=O)[O-])S(=O)(=O)[O-])C1=CC(=C(C=C1)/N=N/C=1C(=CC2=CC(=CC(=C2C1O)N)S(=O)(=O)[O-])S(=O)(=O)[O-])OC.[Na+].[Na+].[Na+].[Na+] sodium 3,3'-((1E,1'E)-(3,3'-dimethoxy-[1,1'-biphenyl]-4,4'-diyl)bis(diazene-2,1-diyl))bis(5-amino-4-hydroxynaphthalene-2,7-disulfonate)